1-(3-amino-1-(4-((6-amino-9H-purin-9-yl)methyl)-6-(4-methoxy-2-(trifluoromethyl)phenyl)pyridin-3-yl)piperidin-3-yl)-2,2-difluoroethan-1-ol NC1(CN(CCC1)C=1C=NC(=CC1CN1C2=NC=NC(=C2N=C1)N)C1=C(C=C(C=C1)OC)C(F)(F)F)C(C(F)F)O